tert-butyl (R)-5-(2-((tert-butyldimethylsilyl)oxy)ethyl)-3,3-diethyl-2-oxopyrrolidine-1-carboxylate [Si](C)(C)(C(C)(C)C)OCC[C@H]1CC(C(N1C(=O)OC(C)(C)C)=O)(CC)CC